FC1=CC=C(C=C1)C=1C(C(=C(N(C1)C)C)C(=O)N)=O 5-(4-fluorophenyl)-1,2-dimethyl-4-oxopyridine-3-carboxamide